N1(N=CN=C1)CC12CC(CC(N1C(=O)NC1=CC(=C(C=C1)C)C1=NC=C(C=N1)F)C2)C cis-1-((1H-1,2,4-triazol-1-yl)methyl)-N-(3-(5-fluoropyrimidin-2-yl)-4-methylphenyl)-3-methyl-6-azabicyclo[3.1.1]heptane-6-carboxamide